2,2'-bipyridine-4,4'-dimethanol N1=C(C=C(C=C1)CO)C1=NC=CC(=C1)CO